[N+](=O)([O-])C=1C=C(CN)C=CC1 3-nitrobenzylamine